BrC1=NN(C(N1[C@H](C(=O)N)C)=O)CC1=CC(=C(C=C1)OC)OC (2S)-2-[3-bromo-1-[(3,4-dimethoxyphenyl)methyl]-5-oxo-1,2,4-triazol-4-yl]propanamide